CN1N=CC(=C1)C1=CC=C(C=C1)CNC1=CC(=NC=N1)C1=CN=C2N1C=CC(=C2)OCCN2CCS(CC2)(=O)=O 4-[2-({3-[6-({[4-(1-methyl-1H-pyrazol-4-yl)phenyl]methyl}amino)pyrimidin-4-yl]imidazo[1,2-a]pyridin-7-yl}oxy)ethyl]-1lambda6-thiomorpholine-1,1-dione